CC=1SC2=C(N1)C=C(C(=C2)NC2=NC=C1N(C(N(C1=N2)C2CCOCC2)=O)C)C 2-((2,5-dimethylbenzo[d]thiazol-6-yl)amino)-7-methyl-9-(tetrahydro-2H-pyran-4-yl)-7,9-Dihydro-8H-purin-8-one